ClC1=NNC(=C1NC(C1=C(C=C(C(=C1)F)C1=NN(C(=N1)CO)C)O[C@H](C(F)(F)F)C)=O)C (S)-N-(3-Chloro-5-methyl-1H-pyrazol-4-yl)-5-fluoro-4-(5-(hydroxymethyl)-1-methyl-1H-1,2,4-triazol-3-yl)-2-((1,1,1-trifluoropropan-2-yl)oxy)benzamide